F[Sb-](F)(F)(F)(F)F.C(C1=CC=CC=C1)(=O)C1=CC=C(C=C1)SC1=CC=C(C=C1)[S+](C1=CC=C(C=C1)F)C1=CC=C(C=C1)F 4-[4'-(benzoyl)phenylthio]phenyl-bis-(4-fluorophenyl)sulfonium hexafluoroantimonate